dioctyltin di(isooctyl maleate) C(CCCCC(C)C)/C(/C(=O)[O-])=C/C(=O)[O-].C(CCCCC(C)C)/C(/C(=O)[O-])=C/C(=O)[O-].C(CCCCCCC)[Sn+4]CCCCCCCC